4-(2,6-Dihydroxy-4-propylphenyl)-1-ethyl-5,6-dimethylindolin-2-one OC1=C(C(=CC(=C1)CCC)O)C1=C2CC(N(C2=CC(=C1C)C)CC)=O